1,4-dithiepane S1CCSCCC1